4-[5-(1,1-dioxothiolan-2-yl)-2-[3-(4-piperidylmethoxy)cyclobutoxy]phenyl]-6-methyl-1H-pyrrolo[2,3-c]pyridin-7-one O=S1(C(CCC1)C=1C=CC(=C(C1)C=1C2=C(C(N(C1)C)=O)NC=C2)OC2CC(C2)OCC2CCNCC2)=O